2-sulfydryl-N,N-dimethyl-nicotinamide SC1=C(C(=O)N(C)C)C=CC=N1